CC1(O[C@@H]2[C@H](O1)CO[C@H]2COC2=CC1=C(OC[C@@H](C(N1C)=O)NC(OC(C)(C)C)=O)C=C2)C tert-butyl ((S)-7-(((3aS,4S,6aR)-2,2-dimethyltetrahydrofuro[3,4-d][1,3]dioxol-4-yl)methoxy)-5-methyl-4-oxo-2,3,4,5-tetrahydrobenzo[b][1,4]oxazepin-3-yl)carbamate